C(C)(C)(C)OC(=O)N1C(CC=CC1)C=1C=NC(=NC1)NC=1C(=NC(=CC1)OCC1=CC=CC=C1)OCC1=CC=CC=C1 [2-[(2,6-dibenzyloxy-3-pyridinyl)amino]pyrimidin-5-yl]-3,6-dihydro-2H-pyridine-1-carboxylic acid tert-butyl ester